S-Benzyl (RS)-3-methyl-2-(2-((S)-5-oxo-1-(2,3,5-trifluorobenzyl)pyrrolidin-2-yl)acetamido)butanethioate CC([C@H](C(SCC1=CC=CC=C1)=O)NC(C[C@H]1N(C(CC1)=O)CC1=C(C(=CC(=C1)F)F)F)=O)C |&1:2|